ClC1=CC=C(C[C@H]2CO[C@H](CN2C2CCC(CC2)C2=NN(C(=C2)C)C)C(=O)NC(C)C)C=C1 (2R,5S)-5-(4-Chlorobenzyl)-4-(4-(1,5-dimethyl-1H-pyrazol-3-yl)cyclohexyl)-N-isopropylmorpholin-2-carboxamid